(Z)-2,4-difluoro-N-(5-(4-(4-(2-fluoro-4-oxopent-2-enoyl)piperazin-1-yl)quinazolin-6-yl)-2-methoxypyridin-3-yl)benzenesulfonamide FC1=C(C=CC(=C1)F)S(=O)(=O)NC=1C(=NC=C(C1)C=1C=C2C(=NC=NC2=CC1)N1CCN(CC1)C(/C(=C/C(C)=O)/F)=O)OC